C1(=CC=CC=C1)[C@@H](C(=O)OCC)CC=C (S)-ETHYL 2-PHENYLPENT-4-ENOATE